(3S)-3-({N-[(4-methoxy-1H-indol-2-yl)carbonyl]-L-leucyl}amino)-2-oxo-4-[(3S)-2-oxopyrrolidin-3-yl]butyl methyl methylphosphonate CP(OCC([C@H](C[C@H]1C(NCC1)=O)NC([C@@H](NC(=O)C=1NC2=CC=CC(=C2C1)OC)CC(C)C)=O)=O)(OC)=O